chloro-6-(3,3-dimethyl-2-oxo-6-(1-(tetrahydro-2H-pyran-2-yl)-1H-pyrazol-4-yl)indolin-1-yl)benzonitrile ClC1=C(C#N)C(=CC=C1)N1C(C(C2=CC=C(C=C12)C=1C=NN(C1)C1OCCCC1)(C)C)=O